2,2'-Methylenebis(6-tert-butyl-4-methylphenol) monoacrylate C(C=C)(=O)OC1=C(C=C(C=C1C(C)(C)C)C)CC1=C(C(=CC(=C1)C)C(C)(C)C)O